C(C)C(CC(C)OC=1C=C(C=C)C=CC1)CCCC m-1-(2-ethylhexyl)ethoxystyrene